3-methyl-6-((3-(trifluoromethyl)phenyl)carbamoyl)indoline-1-carboxylic acid tert-butyl ester C(C)(C)(C)OC(=O)N1CC(C2=CC=C(C=C12)C(NC1=CC(=CC=C1)C(F)(F)F)=O)C